BrC1=CC=CC2=C1NC(=N2)C[C@H](C(=O)N[C@H]2C1=C(CN3N(C2=O)CCC3)C=CC=C1)C (R)-3-(7-bromo-1H-benzo[d]imidazol-2-yl)-2-methyl-N-((S)-11-oxo-2,3,10,11-tetrahydro-1H,5H-benzo[d]pyrazolo[1,2-a][1,2]diazepin-10-yl)propionamide